3-{[3-{6-[4-fluoro-2-[3-fluoro-5-(methylsulfanyl)phenyl]pyrrolidin-1-yl]imidazo[1,2-b]pyridazine-3-amido}pyrrolidin-1-yl]methyl}benzoic acid FC1CC(N(C1)C=1C=CC=2N(N1)C(=CN2)C(=O)NC2CN(CC2)CC=2C=C(C(=O)O)C=CC2)C2=CC(=CC(=C2)SC)F